4-Methoxy-N-(4-(methylsulfonyl)phenyl)-N-(piperidin-4-yl)pyridin-3-amine COC1=C(C=NC=C1)N(C1CCNCC1)C1=CC=C(C=C1)S(=O)(=O)C